C(C(C)(C)C)(=O)N[C@@H](C(=O)N[C@H](CC1=CC=CC=C1)C(=O)O)CC=1C=C(C=CC1)C ((R)-2-pivaloylamino-3-(m-tolyl)propionyl)-D-phenylalanine